(E)-3-(1,3-benzodioxol-5-yl)-N-(2-pyridinyl)-N-tetrahydrothiophen-3-ylprop-2-enamide O1COC2=C1C=CC(=C2)/C=C/C(=O)N(C2CSCC2)C2=NC=CC=C2